N-cyclopropyl-2-fluoro-5-(6-((2-hydroxyethyl)amino)-5-(isothiazol-5-yl)pyridin-3-yl)-4-methylbenzamide C1(CC1)NC(C1=C(C=C(C(=C1)C=1C=NC(=C(C1)C1=CC=NS1)NCCO)C)F)=O